4-(6-(pyridin-3-yl)imidazo[1,2-a]pyridin-3-yl)pyrimidin-2-amine N1=CC(=CC=C1)C=1C=CC=2N(C1)C(=CN2)C2=NC(=NC=C2)N